C(C)(C)(C)OC(=O)N1C(CNCC1)C1=CC=C(C=C1)C1=CC=2N(N=C1C)C(=CN2)C2=CC=NC1=CC(=CC=C21)C=C (4-(6-methyl-3-(7-vinylquinolin-4-yl)imidazo[1,2-b]pyridazin-7-yl)phenyl)piperazine-1-carboxylic acid tert-butyl ester